9-chloro-7-fluoro-5-[5-[2-[1-(trifluoromethyl)cyclopropyl]ethynyl]-3,4-dihydro-2H-quinolin-1-yl]-[1,2,4]triazolo[4,3-a]quinazoline ClC=1C=C(C=C2C(=NC=3N(C12)C=NN3)N3CCCC1=C(C=CC=C31)C#CC3(CC3)C(F)(F)F)F